NC1=CC(=C(C=C1)N1N=C(C(=C1C1=CC(=C(C=C1)C(NCC(C)C)=O)OC)C(=O)N)NC(C)(C)C)C 1-(4-Amino-2-methyl-phenyl)-3-(tert-butylamino)-5-(4-(isobutylcarbamoyl)-3-methoxy-phenyl)pyrazole-4-carboxamide